COC=1N=CC=C2C=CC(=NC12)NC1=CC=C(C=C1)C(C)NC1=NC=CC=N1 2-((1-(4-((8-methoxy-1,7-naphthyridin-2-yl)amino)phenyl)ethyl)amino)pyrimidine